tert-Butyl 2-(3-carbamoyl-5-(5,6-dihydro-4H-pyrrolo[1,2-b]pyrazol-3-yl)-1H-indol-1-yl)acetate C(N)(=O)C1=CN(C2=CC=C(C=C12)C1=C2N(N=C1)CCC2)CC(=O)OC(C)(C)C